4,7,11,14-tetraazaoctacosanamide C(CCNCCNCCCNCCNCCCCCCCCCCCCCC)(=O)N